Lithium (Benz[e]indenide) [C-]1=CCC=2C=CC3=C(C12)C=CC=C3.[Li+]